COC1=CC(=C(C(=O)OC)C=C1OCCCN(C(C#C)=O)C(CC1=C(C=CC=C1)C(F)(F)F)=O)NC(C#C)=O methyl 4-methoxy-2-propiolamido-5-(3-(N-(2-(2-(trifluoromethyl)phenyl)acetyl) propiolamido)propoxy)benzoate